CC(C)(C)[S@@](=O)\N=C(\C)/C1=CC(=CC=C1)S(F)(F)(F)(F)F (R,Z)-2-methyl-N-(1-(3-(pentafluoro-λ6-sulfanyl)phenyl)ethylidene)propane-2-sulfinamide